3-bromo-5-(2-chlorophenoxy)-1-ethyl-1H-1,2,4-triazole BrC1=NN(C(=N1)OC1=C(C=CC=C1)Cl)CC